5-BUTYLPYRIDIN-2-YLBORONIC ACID C(CCC)C=1C=CC(=NC1)B(O)O